NC[C@@H](N)C(=O)O D-3-amino-alanine